O[C@H]1[C@@H]([C@H](OC([C@@H]1O)O)CO)C(=O)OCCCCCCCCCCCCC (2S,3S,4S,5R)-tridecyl 4,5,6-trihydroxy-2-(hydroxymethyl)tetrahydro-2H-pyran-3-carboxylate